O=C1NC(CCC1N1CC2=CC=C(C=C2C1=O)OCCCCC(=O)N)=O 5-((2-(2,6-dioxopiperidin-3-yl)-3-oxoisoindolin-5-yl)oxy)pentanamide